4-methyl-3-(2-pyridyl)aniline CC1=C(C=C(N)C=C1)C1=NC=CC=C1